trans-1-((4-((S)-3-(3-cyano-5-fluorophenyl)isoxazolidine-2-carbonyl)cyclohexyl)methyl)-4-fluoro-1H-indole-6-carbonitrile C(#N)C=1C=C(C=C(C1)F)[C@H]1N(OCC1)C(=O)[C@@H]1CC[C@H](CC1)CN1C=CC2=C(C=C(C=C12)C#N)F